ClC=1C=C(C(=NC1)OC)S(=O)(=O)C1OC2(CC1=O)CCNCC2 ((5-chloro-2-methoxypyridin-3-yl)sulfonyl)-1-oxa-8-azaspiro[4.5]decan-3-one